tert-butyl (2-acetamido-5-(prop-1-yn-1-yl)pyridin-4-yl)carbamate C(C)(=O)NC1=NC=C(C(=C1)NC(OC(C)(C)C)=O)C#CC